ClC1=C(C(=C(C=N1)/C=C/C(=O)OCC)NC(C)C)F Ethyl (E)-3-[6-chloro-5-fluoro-4-(isopropylamino)-3-pyridyl]prop-2-enoate